6-(3-Chloro-6-(difluoromethyl)-2-fluorophenyl)-N-(1-((S or R)-1-(2-methyl-4-((1R,5S)-2-oxo-3-azabicyclo[3.1.0]hexan-3-yl)phenyl)ethyl)-1H-pyrazol-4-yl)pyrazine-2-carboxamide ClC=1C(=C(C(=CC1)C(F)F)C1=CN=CC(=N1)C(=O)NC=1C=NN(C1)[C@@H](C)C1=C(C=C(C=C1)N1C([C@@H]2C[C@@H]2C1)=O)C)F |o1:24|